2-(ethylsulfonylamino)-3-fluoropyridin C(C)S(=O)(=O)NC1=NC=CC=C1F